1-(3-((5-(3-Acetamido-1H-pyrazole-1-carbonyl)hexahydropyrrolo[3,4-c]pyrrol-2(1H)-yl)methyl)-5-(trifluoromethyl)phenyl)cyclopentane-1-carboxylic acid C(C)(=O)NC1=NN(C=C1)C(=O)N1CC2C(C1)CN(C2)CC=2C=C(C=C(C2)C(F)(F)F)C2(CCCC2)C(=O)O